C1(CC1)SC=1C2=C(N=C(N1)OC[C@]13CCCN3C[C@@H](C1)F)C(=C(N=C2)C2=CC(=CC1=CC=C(C(=C21)C#C)F)O)F 4-[4-(cyclopropylsulfanyl)-8-fluoro-2-{[(2R,7aS)-2-fluorotetrahydro-1H-pyrrolizin-7a(5H)-yl]methoxy}pyrido[4,3-d]pyrimidin-7-yl]-5-ethynyl-6-fluoronaphthalen-2-ol